(S)-3-(6-((5-isopropyl-1H-pyrazol-3-yl)amino)-1H-pyrazolo[3,4-b]pyrazin-1-yl)-2-methylpropan-1-ol C(C)(C)C1=CC(=NN1)NC1=CN=C2C(=N1)N(N=C2)C[C@@H](CO)C